2-amino-2-(2-fluoro-3-(trifluoromethoxy)phenyl)-6-hydroxycyclohexane-1-one benzoate C(C1=CC=CC=C1)(=O)O.NC1(C(C(CCC1)O)=O)C1=C(C(=CC=C1)OC(F)(F)F)F